CN(C/C=C/C(=O)NC=1C(=C(C=CC1)C1=C2C(=C(NC2=C(C=C1)C(=O)N)C)C)C)C (E)-4-(3-(4-(dimethylamino)but-2-enoylamino)-2-methylphenyl)-2,3-dimethyl-1H-indole-7-carboxamide